6-(4-amino-3-isopropyl-3H-imidazo[4,5-c]pyridin-6-yl)-3,3-dimethyl-1-((1s,3s)-3-(piperidin-1-yl)cyclobutyl)-indolin-2-one NC1=NC(=CC2=C1N(C=N2)C(C)C)C2=CC=C1C(C(N(C1=C2)C2CC(C2)N2CCCCC2)=O)(C)C